OCCOCC(C(=O)O)C 2-((2-hydroxyethoxy)methyl)propanoic acid